C(C)(C)(C)OC(=O)N1C(CN(CC1)C1=CC=C(C=C1)Br)C=O 4-(4-bromophenyl)-2-formylpiperazine-1-carboxylic acid tert-butyl ester